(S)-1-(8-((2-amino-3-chloropyridin-4-yl)thio)imidazo[1,2-c]pyrimidin-5-yl)-4'h,6'h-spiro[piperidin-4,5'-pyrrolo[1,2-c][1,2,3]triazol]-4'-amine NC1=NC=CC(=C1Cl)SC=1C=2N(C(=NC1)N1CCC3([C@@H](C=4N(N=NC4)C3)N)CC1)C=CN2